Dimethylenedi(cyclohexylamine) C1(CCCCC1)NCCNC1CCCCC1